2-(4,6-diphenyl-1,3,5-triazine-2-yl)-5-butyloxyphenol C1(=CC=CC=C1)C1=NC(=NC(=N1)C1=CC=CC=C1)C1=C(C=C(C=C1)OCCCC)O